ClC1=C2C=3C(=C4C(=NC3C=C1F)C1=CC3=C(C(N1C4)=O)COC([C@]3(O)CC)=O)[C@@H](CC2)NC[C@H](C)O (S)-N-((1R,9S)-4-chloro-9-ethyl-5-fluoro-9-hydroxy-10,13-dioxo-2,3,9,10,13,15-hexahydro-1H,12H-benzo[de]pyrano[3',4':6,7]indolizino[1,2-b]quinolin-1-yl)-2-hydroxypropyl-amine